1,3-bis(N,N-diglycidyl-aminomethyl)benzene C(C1CO1)N(CC1CO1)CC1=CC(=CC=C1)CN(CC1CO1)CC1CO1